C(C)(C)(C)OC(=O)N[C@H](C(C#N)NC1=C(C=C(C=C1)C1=C(C=CC(=C1)OC(C)C)F)C(=O)OC)CC1=CNC2=CC=CC=C12 methyl 4-(((2S)-2-((tert-butoxycarbonyl)amino)-1-cyano-3-(1H-indol-3-yl)propyl)amino)-2'-fluoro-5'-isopropoxy-[1,1'-biphenyl]-3-carboxylate